C1(CC1)C1=C(C(=NO1)C1=C(C=NC=C1Cl)Cl)COC12CCC(CC1)(CC2)C2=NC1=C(C=CC=C1C=C2)OCC2CC2 2-(4-((5-Cyclopropyl-3-(3,5-dichloropyridin-4-yl)isoxazol-4-yl)methoxy)bicyclo[2.2.2]octan-1-yl)-8-(cyclopropylmethoxy)chinolin